C(#C)C=1C=CC2=C(C(=NCC=3N2C=NC3C3=NC(=NO3)C)C3=C(C=CC=C3)F)C1 5-(8-ethynyl-6-(2-fluorophenyl)-4H-benzo[f]imidazo[1,5-a][1,4]diazepin-3-yl)-3-methyl-1,2,4-oxadiazole